N-[(1S)-1-(4,4-difluorocyclohexyl)-2-[[3-fluoro-1-[1-[1-(2,2,2-trifluoroethyl)-tetrazol-5-yl]propyl]pyrazol-4-yl]-amino]-2-oxo-ethyl]-4-methyl-1,2,5-oxadiazole-3-carboxamide FC1(CCC(CC1)[C@@H](C(=O)NC=1C(=NN(C1)C(CC)C1=NN=NN1CC(F)(F)F)F)NC(=O)C1=NON=C1C)F